tert-butyl 4-oxo-3-phenyl-piperidine-1-carboxylate O=C1C(CN(CC1)C(=O)OC(C)(C)C)C1=CC=CC=C1